Cl.C(C)N Ethylamine hydrochloride